NC1=NC2=C(C=CC=C2C(=N1)C(=O)NCC1CCN(CC1)C1=NC=C(C=N1)F)F 2-amino-8-fluoro-N-[[1-(5-fluoropyrimidin-2-yl)-4-piperidyl]methyl]quinazoline-4-carboxamide